2-(4-(4-methoxyphenylethoxy)phenyl)ethan-1-ol COC1=CC=C(C=C1)CCOC1=CC=C(C=C1)CCO